ClC=1C(N(SC1Cl)C1=CC=C(C(=O)OCC2=CC=CC=C2)C=C1)=O benzyl 4-(4,5-dichloro-3-oxo-isothiazol-2-yl)benzoate